COC1=CC=C(OCC(=O)N(C2CSCC2)C2=NNC=C2)C=C1 2-(4-methoxyphenoxy)-N-(1H-pyrazol-3-yl)-N-tetra-hydrothiophen-3-yl-acetamide